4-acetoxystyrol C(C)(=O)OC1=CC=C(C=C)C=C1